C1(CC1)C1=CC=C(N=N1)NC1=NN2C(C=C(C=C2)C2=CC(=NC=C2O[C@H]2[C@H]3OC[C@@H]2NC3)C)=C1 N-(6-cyclopropylpyridazin-3-yl)-5-[2-methyl-5-[[(1S,4S,7R)-2-oxa-5-azabicyclo[2.2.1]heptan-7-yl]oxy]-4-pyridyl]pyrazolo[1,5-a]pyridin-2-amine